CC1(CC(CCC1)C1=C(C=C(C=C1O)C(C)(CCCCCC)C)O)C 2-(3,3-Dimethylcyclohexyl)-5-(2-methyloctan-2-yl)benzene-1,3-diol